BrC=1C=CC2=C(N(C(CC(=C2)C=2OC=NN2)=O)CC2=CC=C(C=C2)OC)C1 8-bromo-1-(4-methoxybenzyl)-4-(1,3,4-oxadiazol-2-yl)-1,3-dihydro-2H-benzo[b]azepin-2-one